OC(C(=O)C=1SC=CC1)C=1SC=CC1 2-hydroxy-1,2-di(thien-2-yl)ethan-1-one